(R)-(3-Aminopiperidin-1-yl)(2-(1-(cyclopropylmethyl)-6-(3-methyl-[1,2,4]triazolo[4,3-a]pyridin-7-yl)-1H-indol-2-yl)-3-methylpyrazolo[1,5-a]pyridin-6-yl)methanone N[C@H]1CN(CCC1)C(=O)C=1C=CC=2N(C1)N=C(C2C)C=2N(C1=CC(=CC=C1C2)C2=CC=1N(C=C2)C(=NN1)C)CC1CC1